3-(4-(2-fluorophenoxy)benzoyl)-4-(((3R,6S)-6-(hydroxymethyl)tetrahydro-2H-pyran-3-yl)amino)-1H-pyrrolo[2,3-b]pyridine-5-carbonitrile FC1=C(OC2=CC=C(C(=O)C3=CNC4=NC=C(C(=C43)N[C@H]4CO[C@@H](CC4)CO)C#N)C=C2)C=CC=C1